C1=CC=C2C(=C1)C(=O)NS2 1,2-benzoisothiazolin-3-one